C1(CC1)NC(C([C@H](CC1=CC=CC=C1)NC([C@H](CC(C)C)NC(C1=CC(=CC=C1)OC)=O)=O)O)=O N-((2S)-1-(((2S)-4-(cyclopropylamino)-3-hydroxy-4-oxo-1-phenylbutan-2-yl)amino)-4-methyl-1-oxopentan-2-yl)-3-methoxybenzamide